OC(CN(CCCCCCCC(=O)OC(CCCCCCCC)CCCCCCCC)CCCCCC(OCCCCCCCCCCC)=O)CCCCNC(=O)C=1N=C(N(C1)C)O heptadecan-9-yl 8-((2-hydroxy-6-(2-hydroxy-1-methyl-1H-imidazole-4-carboxamido)hexyl)(6-oxo-6-(undecyloxy)hexyl)amino)octanoate